(S)-benzyl-oxazolidinone C(C1=CC=CC=C1)N1C(OCC1)=O